C(=O)(C(=O)O)OC(C(O)CC(=O)[O-])=O OXALOMALATE